CC=1N=C(N=NC1C1=CC=C2C(CCO2)=C1O)N[C@H]1CN(CCC1)CC(C)O |r| 5-[5-Methyl-3-[[rac-(3R)-1-(2-hydroxypropyl)-3-piperidyl]amino]-1,2,4-triazin-6-yl]-2,3-dihydrobenzofuran-4-ol